2,4-diacetoxy-3-[(1R,6R)-6-isopropenyl-3-methyl-cyclohex-2-en-1-yl]-6-pentyl-benzoic acid C(C)(=O)OC1=C(C(=O)O)C(=CC(=C1[C@@H]1C=C(CC[C@H]1C(=C)C)C)OC(C)=O)CCCCC